tert-butyl (5-(4-chloro-2-formylphenyl)pyrimidin-2-yl)carbamate ClC1=CC(=C(C=C1)C=1C=NC(=NC1)NC(OC(C)(C)C)=O)C=O